N-[4-(2-hydroxypropan-2-yl)phenyl]-1-[2-methyl-6-(2,2,2-trifluoroethoxy)phenyl]-2-oxo-1,2-dihydropyridine-3-carboxamide OC(C)(C)C1=CC=C(C=C1)NC(=O)C=1C(N(C=CC1)C1=C(C=CC=C1OCC(F)(F)F)C)=O